[Pd].C1(=CC=CC=C1)P(C1=CC=CC=C1)C1=CC=CC=C1.C1(=CC=CC=C1)P(C1=CC=CC=C1)C1=CC=CC=C1.C1(=CC=CC=C1)P(C1=CC=CC=C1)C1=CC=CC=C1.C1(=CC=CC=C1)P(C1=CC=CC=C1)C1=CC=CC=C1 tetra-triphenylphosphine palladium (0)